4-(2-(dimethylamino)ethoxy)pyrimidin-2-amine CN(CCOC1=NC(=NC=C1)N)C